FC(C(=O)O)(F)F.NCCC(=O)NC=1C=NC=C(C1)C1=CC2=C(C=C1OC)OCC1=C2N(N=C1C(=O)N1C(COCC1)(C)C)C1=CC(=CC(=C1)F)F 3-amino-N-(5-(1-(3,5-difluorophenyl)-3-(3,3-dimethylmorpholine-4-carbonyl)-7-methoxy-1,4-dihydrochromeno[4,3-c]pyrazol-8-yl)pyridin-3-yl)propanamide 2,2,2-trifluoroacetate